6-methyl-5-{[5-(1,4-oxazinan-4-yl)pentyl]oxy}-1-phenyl-4,5-dihydropyrazolo[3,4-d]pyrimidin-4-one CC=1N(C(C2=C(N1)N(N=C2)C2=CC=CC=C2)=O)OCCCCCN2CCOCC2